NC[C@@]1([C@@H]2CCN(C[C@H]12)C1=CN=C2C(=N1)NN=C2C=2C=C1C(C(NC1=CC2Cl)=O)=O)C2=C(C=CC=C2)F 5-(6-((1S,6R,7R)-7-(aminomethyl)-7-(2-fluorophenyl)-3-azabicyclo[4.1.0]heptan-3-yl)-1H-pyrazolo[3,4-b]pyrazin-3-yl)-6-chloroindoline-2,3-dione